FC1=C(C=C(C=C1)CC1=NNC(C2=CC=CC=C12)=O)C1=CC2=C(C=N1)NC(=N2)NC(OCC)=O Ethyl (6-(2-fluoro-5-((4-oxo-3,4-dihydrophthalazin-1-yl)methyl)phenyl)-3H-imidazo[4,5-c]pyridin-2-yl)carbamate